C(C)(C)(C)OC(=O)C=1N(C2=CC=CC(=C2C1)NC([C@H](C(C1=CC=C(C=C1)N1C(CN(CC1)C1CCOCC1)=O)N)C(=O)OCC1=CC=CC=2C3=CC=CC=C3CC12)=O)C(=O)OC(C)(C)C (S)-4-(2-fluorenylmethoxycarbonyl-amino-3-(4-(4-(tetrahydro-2H-pyran-4-yl)-2-oxopiperazin-1-yl)phenyl)propanamido)-1-tert-butoxycarbonyl-indole-2-oic acid tert-butyl ester